C(C)(=O)N1CC(C1)[C@H](C)NC(=O)C1=CC2=CC=CC(=C2C=C1)C1=CC=C(C=C1)C(F)(F)F (S)-N-(1-(1-acetylazetidin-3-yl)ethyl)-5-(4-(trifluoromethyl)phenyl)-2-naphthamide